2-amino-N-((3'-(3-((S)-2-hydroxy-3-(3-(N-methylsulfamoyl)phenoxy)propylamino)-1-oxa-8-azaspiro[4.5]decan-8-ylsulfonyl)biphenyl-4-yl)methyl)acetamide palladium (II) [Pd+2].NCC(=O)NCC1=CC=C(C=C1)C1=CC(=CC=C1)S(=O)(=O)N1CCC2(CC(CO2)NC[C@@H](COC2=CC(=CC=C2)S(NC)(=O)=O)O)CC1